dodecyl-1-yl-(ethyl)(dimethyl)ammonium C(CCCCCCCCCCC)=C[NH+](C)CC